2-({2-Chloro-5-cyano-3-[4-(2-methoxyethyl)piperazin-1-yl]phenyl}amino)-4-(cyclopropylamino)pyrazolo[1,5-a][1,3,5]triazine-8-carbonitrile ClC1=C(C=C(C=C1N1CCN(CC1)CCOC)C#N)NC1=NC=2N(C(=N1)NC1CC1)N=CC2C#N